C(OC1CCC(CC1)N1C(C(=CC=C1)C(=O)O)=O)([2H])([2H])[2H] 1-((1s,4s)-4-(methoxy-d3)cyclohexyl)-2-oxo-1,2-dihydropyridine-3-carboxylic acid